ClC=1C=CC=C2C=C(NC12)C=O 7-CHLORO-1H-INDOLE-2-CARBALDEHYDE